NC1=NC=CC(=C1Cl)SC=1C=2N(C(=NC1)N1CCC3([C@@H](C=4N(N=NC4)C3)N)CC1)C=CN2 (S)-1-(8-((2-amino-3-chloropyridin-4-yl)thio)imidazo[1,2-c]pyrimidin-5-yl)-4'H,6'H-spiro[piperidine-4,5'-pyrrolo[1,2-c][1,2,3]triazol]-4'-amine